(R)-6-cyclopropyl-4-((1-(2-methyl-3-(trifluoromethyl)phenyl)ethyl)amino)-1-(4-methylpiperazin-1-yl)pyrido[3,4-d]pyridazin-7(6H)-one C1(CC1)N1C=C2C(=NN=C(C2=CC1=O)N1CCN(CC1)C)N[C@H](C)C1=C(C(=CC=C1)C(F)(F)F)C